CC1=C(N=CC(=N1)O)C=C 6-methyl-5-vinylpyrazin-2-ol